tetra-n-propoxytin C(CC)O[Sn](OCCC)(OCCC)OCCC